5-(dimethylamino)-N-(3-(2-methylthiazol-4-yl)phenyl)naphthalene-1-sulfonamide CN(C1=C2C=CC=C(C2=CC=C1)S(=O)(=O)NC1=CC(=CC=C1)C=1N=C(SC1)C)C